CN1N=NC(=C1C1=C(C2=C(C=N1)N=C(S2)N2C(=CC=C2C)C)C#N)C 6-(1,4-dimethyl-1H-1,2,3-triazol-5-yl)-2-(2,5-dimethyl-1H-pyrrol-1-yl)thiazolo[4,5-c]pyridine-7-carbonitrile